C1(CC1)CNC(C1=CC(=CC(=C1)[N+](=O)[O-])[N+](=O)[O-])=O N-(cyclopropylmethyl)-3,5-dinitrobenzamide